methyl 4-((tert-butoxycarbonyl)amino)-5-((tert-butyldimethylsilyl)oxy)-3-oxopentanoate C(C)(C)(C)OC(=O)NC(C(CC(=O)OC)=O)CO[Si](C)(C)C(C)(C)C